CC=1NC(=C(C(C1C(C)=O)C1=CSC2=CN=CC=C21)C(C)=O)C 1,1'-(2,6-Dimethyl-4-(thieno[2,3-c]pyridin-3-yl)-1,4-dihydropyridin-3,5-diyl)bis(ethan-1-on)